ClC=1C(=C(NC2=NC=NC3=CC(=C(C=C23)NC(\C=C\CN2CCOCC2)=O)C#C[C@@]23CN(C([C@H]3C2)=O)C)C=CC1)F (E)-N-[4-(3-chloro-2-fluoro-anilino)-7-[2-[(1R,5S)-3-methyl-4-oxo-3-azabicyclo[3.1.0]hexan-1-yl]ethynyl]quinazolin-6-yl]-4-morpholino-but-2-enamide